5-Ethyl-7-(pyridin-2-yl)pyrazolo[1,5-a]Pyrimidine-3-carboxylic acid ethyl ester C(C)OC(=O)C=1C=NN2C1N=C(C=C2C2=NC=CC=C2)CC